N1=CC=C2N1C=C(C=N2)[O-].[K+] potassium pyrazolo[1,5-a]pyrimidin-6-olate